3-(4,7-dimethoxy-1-oxoisoindolin-2-yl)piperidine-2,6-dione COC1=C2CN(C(C2=C(C=C1)OC)=O)C1C(NC(CC1)=O)=O